C(#N)C=1C(NC(C1C1=C(C=C(C=C1)N(CC)CCOC1=NC(=NC(=N1)Cl)Cl)C)=O)=C(C#N)C#N 2-(3-cyano-4-(4-((2-((4,6-dichloro-1,3,5-triazin-2-yl)oxy)ethyl)(ethyl)amino)-2-Methylphenyl)-5-oxo-1,5-dihydro-2H-pyrrol-2-ylidene)malononitrile